CC1(OC=2C=C(C(=C(C2C2=C1C=CC(=C2)C)O)C2=CC=NC=C2)CCCCC)C 6,6,9-trimethyl-3-pentyl-2-(pyridin-4-yl)-6H-benzo[c]chromen-1-ol